P(=O)(O)(O)OC1=C(C=CC=C1)C=CC1=CC=CC=C1 Styrylphenol phosphate